C(C)[C@H]1COCC(N1C1=NC(=NC(=C1)CS(=O)(=O)C)C1=CC=C2C(=N1)C=C(N2)C)=O (S)-5-ethyl-4-(2-(2-methyl-1H-pyrrolo[3,2-b]pyridin-5-yl)-6-((methylsulfonyl)methyl)pyrimidin-4-yl)morpholin-3-one